C(C)(C)(C)OC(=O)N1[C@H](CN(CC1)C1=NC(=NC=2C[C@@]3(CCC12)CCC1=C(C=CC=C13)Cl)SC)CC#N (S)-4-((R)-4-chloro-2'-(methylthio)-2,3,5',8'-tetrahydro-6'H-spiro[indene-1,7'-quinazolin]-4'-yl)-2-(cyanomethyl)piperazine-1-carboxylic acid tert-butyl ester